FC=1C=CC(=NC1)C(=O)N[C@H](C)C=1C=C2CCCN(C2=CC1)C(=O)C1(CC1)F 5-fluoro-N-{(1R)-1-[1-(1-fluorocyclopropane-1-carbonyl)-1,2,3,4-tetrahydroquinolin-6-yl]ethyl}pyridine-2-carboxamide